3-{5-bromo-1H-pyrrolo[3,2-b]pyridin-3-yl}-2,2-dimethyl-3-oxopropyl acetate C(C)(=O)OCC(C(=O)C1=CNC=2C1=NC(=CC2)Br)(C)C